1-{[rel-(2R,3S)-3-(2-chlorophenyl)-2-(2,4-difluorophenyl)oxiran-2-yl]Methyl}-1H-1,2,4-triazol-5-yl thiocyanate ClC1=C(C=CC=C1)[C@H]1[C@@](O1)(C1=C(C=C(C=C1)F)F)CN1N=CN=C1SC#N |o1:7,8|